O=CCC(=O)O 3-oxo-propanoic acid